trimethylolpropane tris(3-(2-methylaziridinyl) propionate) CC1N(C1)CCC(=O)O.CC1N(C1)CCC(=O)O.CC1N(C1)CCC(=O)O.C(O)C(CC)(CO)CO